1,6-dimethyl-4-[methyl({1-[4-(trifluoromethoxy)phenyl]piperidin-4-yl})amino]-2-oxo-1,2-dihydro-1,5-naphthyridine-3-carbonitrile CN1C(C(=C(C2=NC(=CC=C12)C)N(C1CCN(CC1)C1=CC=C(C=C1)OC(F)(F)F)C)C#N)=O